FC1=C(C(=C(C=C1C1=NN(C2=NC(=NC=C21)N2CC(CCC2)C2=NC=NC=C2)C)C(F)(F)F)F)O 2,6-Difluoro-3-(1-methyl-6-(3-(pyrimidin-4-yl)piperidin-1-yl)-1H-pyrazolo[3,4-d]pyrimidin-3-yl)-5-(trifluoromethyl)phenol